BrC1=NC=CC(=C1)[C@@H]1[C@H](CCC1)O[Si](C)(C)C(C)(C)C 2-bromo-4-((1R,2S)-2-(tert-butyldimethylsilyloxy)cyclopentyl)pyridine